C1(=CC=CC=C1)B(O)O R-phenylboronic acid